(S)-2-hydroxy-3-((R)-8-(1-methyl-2,3-dihydro-1H-pyrido[2,3-b][1,4]oxazin-7-ylsulfonyl)-1-oxa-8-azaspiro[4.5]dec-3-ylamino)-N-methylbenzenesulfonamide OC1=C(C=CC=C1N[C@H]1COC2(C1)CCN(CC2)S(=O)(=O)C2=CC1=C(OCCN1C)N=C2)S(=O)(=O)NC